(allylamino)-3,5-dibromobenzonitrile C(C=C)NC1=C(C#N)C=C(C=C1Br)Br